geranial diphosphate OP(O)(=O)OP(=O)(O)O.CC(C)=CCC\C(\C)=C\C=O